3-(4-(2-(4-((2-(3-fluorobenzoyl)-6-hydroxybenzo[b]thiophen-3-yl)oxy)phenoxy)ethyl)piperazine-1-yl)propionic acid FC=1C=C(C(=O)C2=C(C3=C(S2)C=C(C=C3)O)OC3=CC=C(OCCN2CCN(CC2)CCC(=O)O)C=C3)C=CC1